C(C)OC(=O)C=1N=CC=2C(N(CCC2C1)C1=CC(=C(C=C1)Cl)F)C 7-(4-chloro-3-fluorophenyl)-8-methyl-5,6,7,8-tetrahydro-2,7-naphthyridine-3-carboxylic acid ethyl ester